C(CC=C)NC(=O)C1=C(NC(=C1C)C=O)C N-(but-3-en-1-yl)-5-formyl-2,4-dimethyl-1H-pyrrole-3-carboxamide